methyl 5-((+)-3-cyclopropyl-1-((S)-1,1-dimethylethylsulfinamido) propyl)-2-fluorophenylcarbamate C1(CC1)CCC(N[S@@](=O)C(C)(C)C)C=1C=CC(=C(C1)NC(OC)=O)F